FC=1C=C(C=CC1C(=O)NCC=1C=NC=CC1)C1=C(C=C(C=C1)N(C(CC)=O)C)C 3-fluoro-2'-methyl-4'-(N-methylpropanamido)-N-(pyridin-3-ylmethyl)-[1,1'-biphenyl]-4-carboxamide